C(CCC)C(CC(C(=O)[O-])(CC(=O)[O-])S(=O)(=O)O)CCCCCC 2-butyloctylsulfosuccinate